[13C](CCCCCCC\C=C/C\C=C/CCCCC)(=O)O linoleic acid-1-13C